C1(=CC=CC=C1)OC(CC[C@@H](C(=O)O)NC(=O)C1=CC=C(NCC2CNC=3N=C(N)NC(=O)C3N2)C=C1)=O phenyl-tetrahydrofolate